4-chloro-6-(1H-indazol-6-yl)-1,3,5-triazin-2-amine ClC1=NC(=NC(=N1)C1=CC=C2C=NNC2=C1)N